C(C)(C)(C)P(C(C)(C)C)CC1(C=C)C(C=CC=C1)CP(C(C)(C)C)C(C)(C)C 1,2-bis(di-tert-butylphosphinomethyl)styrene